NC(C)C=1C=C(C=C2C(N(C(=NC12)N1CC2CC2C1)CC)=O)C 8-(1-aminoethyl)-2-(3-azabicyclo[3.1.0]hexan-3-yl)-3-ethyl-6-methyl-quinazolin-4-one